C(C)(C)(C)OC(=O)O[C@@H]1[C@H]([C@H](N(C1)C(=O)OC(C)(C)C)CC1=CC=C(C=C1)OC)OC(CCN1C(CNC(C1)=O)=O)=O tert-butyl (2R,3S,4S)-4-[(tert-butoxycarbonyl)oxy]-3-{[3-(2,5-dioxopiperazin-1-yl)propanoyl]oxy}-2-[(4-methoxyphenyl)methyl]pyrrolidine-1-carboxylate